CC1=NN(C(C1C(=O)OC1=CC=C(C=C1)[N+](=O)[O-])=O)C1=CC=C2C(=CN(C2=C1)S(=O)(=O)C1=CC=C(C)C=C1)C 4-nitrophenyl 3-methyl-1-(3-methyl-1-tosyl-1H-indol-6-yl)-5-oxo-4,5-dihydro-1H-pyrazole-4-carboxylate